NC1(C(OC(CC)C2=CC=CC=C2)C=CC=C1)N 2,2-diaminophenoxyphenylpropane